N[C@H](C)C1=CC(=CC=2C(N3C(=NC12)C(CC3)=CC=3C=NN(C3)CC(C)(C)O)=O)F (R)-5-(1-aminoethyl)-7-fluoro-3-((1-(2-hydroxy-2-methylpropyl)-1H-pyrazol-4-yl)methylene)-2,3-dihydropyrrolo[2,1-b]quinazolin-9(1H)-one